4-amino-3-chloro-N,N-bis(β-hydroxyethyl)-aniline NC1=C(C=C(N(CCO)CCO)C=C1)Cl